3,4-dihydroxyphenyl acetate C(C)(=O)OC1=CC(=C(C=C1)O)O